CN(S(=O)(=O)N1CCN(CC1)C1=CC=C(OCC2=C(C(=NN2C)C)C=2C=C3C(=C(N(C3=CC2)CCN2CCOCC2)C(=O)O)CCCOC2=CC=CC3=CC=CC=C23)C=C1)C 5-[[4-[4-(dimethylsulfamoyl)piperazin-1-yl]phenoxy]methyl-1,3-dimethylpyrazol-4-yl]-1-(2-morpholin-4-ylethyl)-3-(3-naphthalen-1-yloxypropyl)indole-2-carboxylic acid